BrC=1C(N(C(NC1C)=O)C(CC)C)=O 5-bromo-6-methyl-3-(1-methylpropyl)-2,4(1H,3H)-pyrimidinedione